C(C)OC(=O)C1=CN2C(S1)=C(C(=N2)C)C2=C(C(=CC(=C2)F)F)F 6-methyl-7-(2,3,5-trifluorophenyl)pyrazolo[5,1-b]thiazole-2-carboxylic acid ethyl ester